C(C)(C)(C)OC(N[C@@H]1C[C@@H](CC1)CO)=O.N(=C=O)CCC[Si](OCC)(OCC)CC 3-isocyanatopropyl-ethyldiethoxysilane tert-butyl-N-[(1S,3R)-3-(hydroxymethyl)cyclopentyl]carbamate